COC1=C2C(C=C(OC2=C(C(=C1OC)OC)OC)C1=CC=CC=C1)=O 5,6,7,8-tetramethoxyflavone